FC1=C(C=CC=C1)C1=CC(=CN1S(=O)(=O)C=1C=NC=CC1)CN 5-(2-fluorophenyl)-1-(pyridine-3-sulfonyl)-1H-pyrrole-3-methylamine